S-dodecyl-S'-[methyl-carboxyethyl-cyanomethyl]-trithiocarbonate C(CCCCCCCCCCC)[SH-]C([SH-]C(C#N)(CCC(=O)O)C)=S